NCC(CNC(COC)C1=CC(=C(C=C1)O)[N+](=O)[O-])(F)F 4-(1-((3-amino-2,2-difluoropropyl)amino)-2-methoxyethyl)-2-nitrophenol